CNCCOCC1=C(C=CC=C1)C N-methyl-2-(2-methylbenzyloxy)ethylamine